CCCCCCCCCCC(CCCCCCCCCC)OC(CCCCCCCCCCCCCCCCC)=O octadecanoic acid heneicosan-11-yl ester